N,N-DIACETYL-L-CYSTINE DISODIUM SALT [Na+].[Na+].C(C)(=O)N([C@@H](CSSC[C@@H](C(=O)[O-])N)C(=O)[O-])C(C)=O